6-(1-methanesulfonylcyclopropyl)-N-(7-{8-methyl-1H,2H,3H-pyrido[2,3-b][1,4]oxazin-7-yl}-5H,6H,7H,8H-pyrido[3,4-d]pyrimidin-2-yl)pyridin-3-amine CS(=O)(=O)C1(CC1)C1=CC=C(C=N1)NC=1N=CC2=C(N1)CN(CC2)C2=C(C1=C(OCCN1)N=C2)C